CC=1N=C(SC1S(=O)(=O)N1CCN(CC1)C[C@H](C)NC=1C2=C(N=CN1)C(=CS2)C=2C=NC=CC2)NC(OC)=O methyl N-[4-methyl-5-({4-[(2S)-2-{[7-(pyridin-3-yl)thieno[3,2-d]pyrimidin-4-yl]amino}propyl]piperazin-1-yl} sulfonyl)-1,3-thiazol-2-yl]carbamate